2-TERT-BUTYL-5-ISOPROPYL-1H-INDOLE-3-CARBALDEHYDE C(C)(C)(C)C=1NC2=CC=C(C=C2C1C=O)C(C)C